FC(C(=O)O)(F)F.ClC=1C=CC2=C(N(C3=C(CC2)C=CC=C3)CCCNC/C=C/C(=O)O)C1 (E)-4-[3-(3-chloro-10,11-dihydro-5H-dibenzo[b,f]azepin-5-yl)propylamino]but-2-enoic acid 2,2,2-trifluoroacetate